FC1=CC=C(C=C1)COC1=CC(=NN1C(=O)C1=CSC=C1)C1C(N(C1)CC(=O)N1CCOCC1)C 2-(3-{5-[(4-Fluorophenyl)methoxy]-1-(thiophen-3-carbonyl)-1H-pyrazol-3-yl}-2-methylazetidin-1-yl)-1-(morpholin-4-yl)ethan-1-on